C(C)(C)C1=C(C=CC=C1)C1CN(CCN1)CC1=CC(=C(C=C1)C(F)(F)F)OC 3-(2-isopropylphenyl)-1-(3-methoxy-4-(trifluoromethyl)benzyl)piperazine